1-(5-bromo-2-methyl-3-pyridyl)vinyloxy-tert-butyl-dimethyl-silane BrC=1C=C(C(=NC1)C)C(=C)O[Si](C)(C)C(C)(C)C